tert-butyl (2-(2-(4-((2-methyl-2H-tetrazol-5-yl)(phenyl)methyl)piperazine-1-carbonyl)pyridin-4-yl)benzo[d]oxazol-5-yl)carbamate CN1N=C(N=N1)C(N1CCN(CC1)C(=O)C1=NC=CC(=C1)C=1OC2=C(N1)C=C(C=C2)NC(OC(C)(C)C)=O)C2=CC=CC=C2